1-(3,5-difluorobenzyl)-N3-phenyl-1H-1,2,4-triazole-3,5-diamine FC=1C=C(CN2N=C(N=C2N)NC2=CC=CC=C2)C=C(C1)F